tert-butyl 3-(acetamidomethyl)-1-phenyl-4,6-dihydropyrrolo[3,4-c]pyrazole-5-carboxylate C(C)(=O)NCC=1C2=C(N(N1)C1=CC=CC=C1)CN(C2)C(=O)OC(C)(C)C